[I-].ON1C=CC2=CC=CC=C12 hydroxy-1H-indole iodide